hexahelicene C1=CC=CC2=CC=C3C=CC4=CC=C5C=CC6=CC=CC=C6C5=C4C3=C12